N-(3-fluorophenyl)-2,4-dihydroxy-5-isopropylbenzamide FC=1C=C(C=CC1)NC(C1=C(C=C(C(=C1)C(C)C)O)O)=O